FC=1C=C(C=NC1)C1=CC=2N(C=C1)N=C(C2)NC(=O)NCCOC=2C=NC=CC2 1-(5-(5-fluoropyridin-3-yl)pyrazolo[1,5-A]pyridin-2-yl)-3-(2-(pyridin-3-yloxy)ethyl)urea